O=C(CCCCCC(=O)OCCC(CCCCCCCC)CCCCCCCC)CCCCCCC 3-Octylundecyl 7-Oxotetradecanoate